BrC1=C(C(=C(C(=C1F)N1N=CC=C1)NC(=O)C1(CC1)C)F)C N-(4-bromo-2,5-difluoro-3-methyl-6-(1H-pyrazol-1-yl)phenyl)-1-methylcyclopropane-1-carboxamide